COC=1C(=C(C=CC1)N1C=2N(C3=C(C1=O)C=NC(=N3)NC3=CC=CC=C3)C=CN2)C 6-(3-methoxy-2-methylphenyl)-2-(phenylamino)imidazo[1,2-a]pyrimido[5,4-e]pyrimidin-5(6H)-one